O2-benzyl O7-tert-butyl 6-[4-[(4-benzyloxyphenyl)-[5-cyano-1-(difluoromethyl)-2-methyl-pyrrol-3-yl]carbamoyl]-1,5-dimethyl-pyrrol-2-yl]-3,4-dihydro-1H-isoquinoline-2,7-dicarboxylate C(C1=CC=CC=C1)OC1=CC=C(C=C1)N(C(=O)C=1C=C(N(C1C)C)C=1C=C2CCN(CC2=CC1C(=O)OC(C)(C)C)C(=O)OCC1=CC=CC=C1)C1=C(N(C(=C1)C#N)C(F)F)C